tert-butyl (2R,5S)-4-(1-(2-isopropylphenyl)-2-oxo-7-phenyl-1,2,5,6,7,8-hexahydropyrido[3,4-d]pyrimidin-4-yl)-2,5-dimethylpiperazine-1-carboxylate C(C)(C)C1=C(C=CC=C1)N1C(N=C(C2=C1CN(CC2)C2=CC=CC=C2)N2C[C@H](N(C[C@@H]2C)C(=O)OC(C)(C)C)C)=O